3-methylbutyryl-N-((S)-1-(4-(4-methylthiazol-5-yl)phenyl)ethaneYl)pyrrolidine-2-carboxamide CC(CC(=O)N1C(CCC1)C(=O)N[C@@H](C)C1=CC=C(C=C1)C1=C(N=CS1)C)C